1,2-bis(mercaptomethylene)benzene SC=C1C(C=CC=C1)=CS